L-Aspartyl-L-arginyl-L-valyl-L-tyrosyl-L-isoleucyl-L-histidyl-L-prolyl-L-phenylalanine, acetate salt C(C)(=O)O.N[C@@H](CC(=O)O)C(=O)N[C@@H](CCCNC(N)=N)C(=O)N[C@@H](C(C)C)C(=O)N[C@@H](CC1=CC=C(C=C1)O)C(=O)N[C@@H]([C@@H](C)CC)C(=O)N[C@@H](CC1=CNC=N1)C(=O)N1[C@@H](CCC1)C(=O)N[C@@H](CC1=CC=CC=C1)C(=O)O